C=1(C(=CC=CC1)C(=O)OC1=C(C=CC=C1)S(=O)(=O)[O-])C.C[NH+](C)C N,N,N-trimethylammonium toluoyloxybenzenesulfonate